1-[3-[[(1S)-1-(2,2-difluoro-1,3-benzodioxol-5-yl)ethyl]amino]-4-fluoro-phenyl]-3-(trifluoromethyl)-5,6-dihydro-4H-indazol-7-one FC1(OC2=C(O1)C=CC(=C2)[C@H](C)NC=2C=C(C=CC2F)N2N=C(C=1CCCC(C21)=O)C(F)(F)F)F